C1(=CC=CC=C1)C(C)N (L)-(-)-α-phenylethylamine